methyl 2-[4-[3-[3-fluoro-4-[2-oxo-2-[3-[[[(2S,3R,4R,5R)-2,3,4,5,6-pentahydroxyhexyl] amino]methyl]azetidin-1-yl]ethyl]phenoxy]propyl]-1-piperidyl]pyrimidine-5-carboxylate FC=1C=C(OCCCC2CCN(CC2)C2=NC=C(C=N2)C(=O)OC)C=CC1CC(N1CC(C1)CNC[C@@H]([C@H]([C@@H]([C@@H](CO)O)O)O)O)=O